4-(3-(4-amino-3-(4-phenoxyphenyl)-1H-pyrazolo[3,4-d]pyrimidin-1-yl)piperidin-1-yl)-N-(2-aminophenyl)butanamide NC1=C2C(=NC=N1)N(N=C2C2=CC=C(C=C2)OC2=CC=CC=C2)C2CN(CCC2)CCCC(=O)NC2=C(C=CC=C2)N